(Aminoethoxy)ethanol NCCOC(C)O